2-bromo-3-fluoro-thiophene BrC=1SC=CC1F